FC=1C=CC(=NC1)N1C(CN(CC1)C(CCCC1=C2C=CC=NC2=CC=C1)=O)C 1-(4-(5-fluoropyridin-2-yl)-3-methylpiperazin-1-yl)-4-(quinolin-5-yl)butan-1-one